C(C)(C)(C)OC(=O)N1[C@]2(CC(C[C@@]1(CC2)C)NC=2N=NC(=CC2)Cl)C (1R,3s,5S)-3-((6-Chloropyridazin-3-yl)amino)-1,5-dimethyl-8-azabicyclo[3.2.1]octane-8-carboxylic acid tert-butyl ester